C1(CC1)OC1=C(C(=O)N)C=CC(=C1)C=O 2-CYCLOPROPOXY-4-FORMYLBENZAMIDE